N-(3-(5-(2-((5-acrylamido-2-methoxyphenyl)amino)pyridin-4-yl)-2-(methylthio)-1H-imidazol-4-yl)phenyl)-2-((1,3-dioxoisoindolin-2-yl)methyl)-6-fluoro-3-hydroxybenzamide C(C=C)(=O)NC=1C=CC(=C(C1)NC1=NC=CC(=C1)C1=C(N=C(N1)SC)C=1C=C(C=CC1)NC(C1=C(C(=CC=C1F)O)CN1C(C2=CC=CC=C2C1=O)=O)=O)OC